11-(2-(2-(2-methoxyethoxy)ethoxy)ethyl)-2,5,8-trioxa-11-azatetradecan-14-yl (4-nitrophenyl) carbonate C(OCCCN(CCOCCOCCOC)CCOCCOCCOC)(OC1=CC=C(C=C1)[N+](=O)[O-])=O